5-bromo-4-methoxypyrimidine BrC=1C(=NC=NC1)OC